Ethyl-pyrrole C(C)C=1NC=CC1